FC1=C(C=C(C=C1)F)S(=O)(=O)F 2,5-difluorophenylsulfonyl fluoride